S-phenyl 3-fluoro-3-phenylpropanethioate FC(CC(SC1=CC=CC=C1)=O)C1=CC=CC=C1